(S)-3-chloro-N-(1-(1-(5-(methoxymethyl)pyridin-2-yl)-1H-1,2,4-triazol-5-yl)ethyl)-5-(trifluoromethyl)benzamide ClC=1C=C(C(=O)N[C@@H](C)C2=NC=NN2C2=NC=C(C=C2)COC)C=C(C1)C(F)(F)F